S(=O)(=O)(O)O.C(CCCCCCCCCCCCCCCCC)OCCCCCCCCCCCCCCCCCC octadecylether sulfate